FC(C1=CC=C(C=C1)NC(C1=C(C(=C(C=C1)OCC1=CC=CC=C1)OCC1=CC=CC=C1)OCC1=CC=CC=C1)=O)(F)F N-(4-trifluoromethylphenyl)-2,3,4-tribenzyloxybenzamide